CC(CC)C1=CC=2C(N=C1)=NN(C2)C=2C=C(C=CC2F)N2CC(C2)(F)F N-{3-[5-(butan-2-yl)-2H-pyrazolo[3,4-b]pyridin-2-yl]-4-fluorophenyl}-3,3-difluoroazetidine